(biphenyl-4-yl)-(3',5'-diphenyl-1,1':2',1''-terphenyl-3''-yl)-(4-naphthalene-2-yl-phenyl)-amine C1(=CC=C(C=C1)N(C1=CC=C(C=C1)C1=CC2=CC=CC=C2C=C1)C=1C=C(C=CC1)C=1C(=CC(=CC1C1=CC=CC=C1)C1=CC=CC=C1)C1=CC=CC=C1)C1=CC=CC=C1